CC1(CCNCC1)CNC=1C=C(C=CC1C(F)(F)F)C1=NNC(O1)=O 5-[3-{[(4-Methylpiperidin-4-yl)methyl]amino}-4-(trifluoromethyl)phenyl]-1,3,4-oxadiazol-2(3H)-one